C1=CC=CC=2C3=CC=CC=C3C(C12)COC(=O)N[C@@H](CC(=O)O)CC(C)C (3R)-3-(9H-fluoren-9-ylmethoxycarbonylamino)-5-methylhexanoic acid